C(#N)C1CN(C1)S(=O)(=O)N1C[C@H](CCC1)C(=O)N1[C@H](CCC1)C(=O)N[C@H]1COC2=C1C=C(C=C2)C(F)(F)F 1-(((3S)-1-((3-cyano-1-azetidinyl)sulfonyl)-3-piperidinyl)carbonyl)-N-((3R)-5-(trifluoromethyl)-2,3-dihydro-1-benzofuran-3-yl)-D-prolinamide